COCCOC=1C=C(C(=NC1)N1CCN(CC1)CCNC)C(F)(F)F 2-{4-[5-(2-methoxyethoxy)-3-(trifluoromethyl)pyridin-2-yl]piperazin-1-yl}-N-methylethanamine